CC1=C(C(=CC(=C1)C)C)S(=O)(=O)N=C=O 2,4,6-trimethylbenzenesulfonyl isocyanate